ClC=1C=C(C=C(C1)Cl)C1=CC(=CC(=N1)OC=1N=CC(=NC1)N1CCN(CC1)CCC(C(=O)O)C)CN1CCC(CC1)CCO 4-(4-(5-((6-(3,5-dichlorophenyl)-4-((4-(2-hydroxyethyl)piperidin-1-yl)methyl)pyridin-2-yl)oxy)pyrazin-2-yl)piperazin-1-yl)-2-methylbutanoic acid